(2S,3R,4E)-2-azido-3-benzoyl-4-octadecene-1,3-diol N(=[N+]=[N-])[C@@H](CO)[C@@](\C=C\CCCCCCCCCCCCC)(O)C(C1=CC=CC=C1)=O